FC(OC1=C(C=C(C=C1)N1N=C(C(C1=O)C(=O)OC1=CC=C(C=C1)[N+](=O)[O-])C)C1=NOC(=N1)C)F 4-nitrophenyl 1-(4-(difluoromethoxy)-3-(5-methyl-1,2,4-oxadiazol-3-yl) phenyl)-3-methyl-5-oxo-4,5-dihydro-1H-pyrazole-4-carboxylate